1-bromo-6-chloro-8-methyldibenzo[b,d]furan BrC1=CC=CC=2OC3=C(C21)C=C(C=C3Cl)C